3-hydroxy-2-azaspiro[4.4]nonane-2-carboxylic acid tert-butyl ester C(C)(C)(C)OC(=O)N1CC2(CC1O)CCCC2